C(C)OC=1C(=CC=2C(N1)=NN(C2)C)C(=O)NC=2N=NC(=CC2)N2CCNCC2 6-ethoxy-2-methyl-N-(6-(piperazin-1-yl)pyridazin-3-yl)-2H-pyrazolo[3,4-b]pyridine-5-carboxamide